potassium ethylene isophthalate C1(C2=CC(C(=O)OCCO1)=CC=C2)=O.[K]